CC(C(=O)O)C1=C(NC2=CC=C(C(=C12)C(C1=CC=C(C=C1)Cl)=O)OC)C α-methyl-(p-chlorobenzoyl)-5-methoxy-2-methylindole-3-acetic acid